3-N-hexadecylthiophene CCCCCCCCCCCCCCCCC1=CSC=C1